3-[4-(1-{[(R)-phenyl((3R)-1H,2H,3H,4H-pyrido[2,3-b]pyrazin-3-yl)methyl]amino}propan-2-yl)phenyl]propanoic acid C1(=CC=CC=C1)[C@H]([C@H]1CNC2=C(N1)N=CC=C2)NCC(C)C2=CC=C(C=C2)CCC(=O)O